N-(p-tert-butylphenyl)-N-phenylamine C(C)(C)(C)C1=CC=C(C=C1)NC1=CC=CC=C1